FC1=C(C(=NN1C)C(=O)NN)NC1=CC=C(C=C1)C(F)(F)F 5-fluoro-1-methyl-4-((4-(trifluoromethyl)phenyl)amino)-1H-pyrazole-3-carbohydrazide